6-hydrazino-9-(naphthalen-1-yl)-8-(naphthalen-2-yl)-9H-purine N(N)C1=C2N=C(N(C2=NC=N1)C1=CC=CC2=CC=CC=C12)C1=CC2=CC=CC=C2C=C1